C[C@@]12C(CC[C@H]1[C@@H]1C=CC3=CC(C=C[C@]3(C)[C@H]1CC2)=O)=O androst-1,4,6-triene-3,17-dione